(2S,3S,4R,5R)-5-(6-(benzylamino)-2-(5-chloropyridin-3-yl)-9H-purin-9-yl)-N-ethyl-3,4-dihydroxyltetrahydrofuran-2-carboxamide C(C1=CC=CC=C1)NC1=C2N=CN(C2=NC(=N1)C=1C=NC=C(C1)Cl)[C@H]1[C@@H]([C@@H]([C@H](O1)C(=O)NCC)O)O